C(=CC)N1CCC(CC1)C1=C2N(N=C1)C(=C(N2C)C2=CC=C(C=C2)OC2=CC=CC=C2)C(=O)N 7-(1-propenylpiperidin-4-yl)-1-methyl-2-(4-phenoxyphenyl)-1H-imidazo[1,2-b]Pyrazole-3-carboxamide